C1NCCC2=CC=CC=C12 TETRAHYDROISOCHINOLIN